(3aR,5R,6S,6aR)-6-(benzyloxy)-5-((benzyloxy)methyl)-5-(2,2-dibromovinyl)-2,2-dimethyltetrahydrofuro[2,3-d][1,3]dioxole C(C1=CC=CC=C1)O[C@@H]1[C@@](O[C@@H]2OC(O[C@@H]21)(C)C)(C=C(Br)Br)COCC2=CC=CC=C2